C1(CC1)N1CCN(CC1)CC=1C=CC(=NC1)NC1=NC=C(C(=N1)C1=CC2=C(N=C3COCC(N32)C)C(=C1)F)F N-(5-((4-cyclopropylpiperazin-1-yl)methyl)pyridin-2-yl)-5-fluoro-4-(9-fluoro-4-methyl-3,4-dihydro-1H-benzo[4,5]imidazo[2,1-c][1,4]oxazin-7-yl)pyrimidin-2-amine